FC(C(=O)N(C1=NC=C(C=C1)C)C1=C(C=C(C(=C1)C)I)C)=C 2-fluoro-N-(4-iodo-2,5-dimethylphenyl)-N-(5-methylpyridin-2-yl)prop-2-enamide